CCCCNS(=O)(=O)C1=CC=CC=C1 N-butylbenzenesulfonamide